2-phenyl-2,2-dimethylacetophenone C1(=CC=CC=C1)C(C(=O)C1=CC=CC=C1)(C)C